5-methyl-2,4-hexanedione CC(C(CC(C)=O)=O)C